1-(o-tolyl)-7-(trifluoromethyl)-quinazolin-2(1H)-one C1(=C(C=CC=C1)N1C(N=CC2=CC=C(C=C12)C(F)(F)F)=O)C